C(C)OC(=O)C=1N=CN(C1)C(C)C1=C(C=CC(=C1)C)C 1-(1-(2,5-dimethylphenyl)ethyl)-1H-imidazole-4-carboxylic acid ethyl ester